2-bromo-2-methylpropanamide BrC(C(=O)N)(C)C